C(C)(C)NC(COC1=CC(=CC=C1)C1=NC2=CC=CC=C2C(=N1)C)=O N-isopropyl-2-(3-(4-methylquinazolin-2-yl)phenoxy)acetamide